8-(2-(Methoxymethoxy)ethyl)-5-nitroisoquinolin-1(2H)-one COCOCCC=1C=CC(=C2C=CNC(C12)=O)[N+](=O)[O-]